[3-(2,3-dihydroxypropoxy)propyl]-trimethoxysilane OC(COCCC[Si](OC)(OC)OC)CO